1H-benzo[D]imidazole-5-carboxylate N1C=NC2=C1C=CC(=C2)C(=O)[O-]